4-amino-1-(2-(cyclopropanesulfonylamino)pyrimidin-4-yl)-N-(5-(6-ethoxypyrazin-2-yl)pyridin-2-yl)cyclohexane-1-carboxamide NC1CCC(CC1)(C(=O)NC1=NC=C(C=C1)C1=NC(=CN=C1)OCC)C1=NC(=NC=C1)NS(=O)(=O)C1CC1